(2S,6S)-6-((4-bromophenoxy)methyl)-2-cyclopropyl-2-(iodomethyl)-1,4-dioxane BrC1=CC=C(OC[C@@H]2COC[C@](O2)(CI)C2CC2)C=C1